2-[6-(2-{5-[(3R,5R)-3-amino-5-fluoropiperidine-1-carbonyl]-7-methoxy-1-methyl-1H-1,3-benzodiazol-2-yl}-1-(cyclopropylmethyl)-1H-pyrrolo[2,3-b]pyridin-6-yl)pyridin-3-yl]acetamide N[C@H]1CN(C[C@@H](C1)F)C(=O)C1=CC2=C(N(C(=N2)C2=CC=3C(=NC(=CC3)C3=CC=C(C=N3)CC(=O)N)N2CC2CC2)C)C(=C1)OC